(3H-benzo[e]indol-2-yl)-(3-hydroxymethyl-phenyl)-methanone C1=C(NC=2C=CC3=C(C12)C=CC=C3)C(=O)C3=CC(=CC=C3)CO